tetracarboxyl-phenyl-cobalt C(=O)(O)C=1C(=C(C(=C(C1)[Co])C(=O)O)C(=O)O)C(=O)O